Bis(2,6-diisopropylphenyl)perylene-3,4,9,10-tetracarboxylic acid diimide C(C)(C)C1=C(C(=CC=C1)C(C)C)C1=C(C=2C3=CC=C(C=4C(=CC=C(C5=CC=C(C(=C1C(O)=N)C52)C(O)=N)C43)C(=O)O)C(=O)O)C4=C(C=CC=C4C(C)C)C(C)C